C(C)C1=NC2=C(N1C=1C=C3C=CC(=CC3=CC1)B(O)O)C=CC=C2 (6-(2-ethyl-1H-benzo[d]imidazol-1-yl)naphthalen-2-yl)boronic acid